(cyclopentylmethyl)-1H-indole-3-carbaldehyde C1(CCCC1)CN1C=C(C2=CC=CC=C12)C=O